C1(CC1)N1C=C(C(C2=CC(=C(C=C12)N1CCN(CC1)C(=O)OC[C@H](CC1=CC=CC=C1)N1C(=C(C(C=C1)=C=O)O)C)F)=C=O)C(=O)O (S)-1-cyclopropyl-6-fluoro-7-(4-((2-(3-hydroxy-2-methyl-4-carbonylpyridin-1-yl)-3-phenylpropoxy)carbonyl)piperazin-1-yl)-4-carbonyl-1,4-dihydroquinoline-3-carboxylic acid